COC(C1=C(C(=CC(=C1)OC)CSC(C)=O)OC)=O.ClC1=CC=C(C=C1)C=1C=C(C=NC1)C(=O)NC1=C(C=CC(=C1)C(N[C@@H]1[C@H](CCCC1)O)=O)C 5-(4-chlorophenyl)-N-(5-{[(1S,2S)-2-hydroxycyclohexyl]carbamoyl}-2-methylphenyl)pyridine-3-carboxamide methyl-3-(acetylthiomethyl)-2,5-dimethoxybenzoate